OC1(COC1)CN1CCCC2=C3C(=CC=C12)NC(=C3)C=O {6-[(3-hydroxyoxetan-3-yl)methyl]-6,7,8,9-tetrahydro-3H-pyrrolo[3,2-f]quinolin-2-yl}methanone